(2-(methylamino)ethoxy)benzamide CNCCOC1=C(C(=O)N)C=CC=C1